ClC=1C=C(C=CC1OCC1=NC=CC=C1)NC(C1=C(C=CC(=C1)C=1OC(=CC1)C=O)O)=O N-[3-Chloro-4-(2-pyridinylmethoxy)phenyl]-5-(5-formyl-2-furanyl)-2-hydroxybenzamide